3-(2-phenyl-1H-indol-3-yl)acrylic acid methyl ester COC(C=CC1=C(NC2=CC=CC=C12)C1=CC=CC=C1)=O